2-amino-3-(((Z)-1-(2-bromoethyl)-2-oxoindolin-3-ylidene)amino)maleonitrile N/C(/C#N)=C(/C#N)\N=C\1/C(N(C2=CC=CC=C12)CCBr)=O